FC(OC1=CC=C(CNC(=O)C=2C=3C[C@@H]4[C@H](C3N(N2)C2=C(C=C(C=C2)F)F)C4)C=C1)F (1aR,5aR)-2-(2,4-Difluoro-phenyl)-1a,2,5,5a-tetrahydro-1H-2,3-diaza-cyclopropa[a]pentalene-4-carboxylic acid 4-difluoromethoxy-benzylamide